C(C)(=O)NC1=CC=C(C=N1)N1C(N(C2=C1C=CC=C2)CC2CCC(CC2)NC(C2=C(N=CC(=C2)Cl)C)=O)=O N-((1r,4r)-4-((3-(6-acetamido-pyridin-3-yl)-2-oxo-2,3-dihydro-1H-benzo[d]imidazol-1-yl)methyl)cyclohexyl)-5-chloro-2-methylnicotinamide